FC=1C=CC=2N(C1)C(=NC2C#N)C2=CC=CC=C2 6-fluoro-3-phenylimidazo[1,5-a]pyridine-1-carbonitrile